(S)-2-amino-N-(4-(benzylthio)-3-methoxyphenyl)-3-phenylpropanamide hydrochloride Cl.N[C@H](C(=O)NC1=CC(=C(C=C1)SCC1=CC=CC=C1)OC)CC1=CC=CC=C1